CC1=C2C=C(N(C2=CC=C1C=C)S(=O)(=O)C1=CC=CC=C1)C#N 4-Methyl-1-(phenylsulfonyl)-5-vinyl-1H-indole-2-carbonitrile